p-xylene-α,α'-diol C1=CC(=CC=C1CO)CO